s-amylalcohol C(C)(CCC)O